NC=1SC=C(N1)CC(=O)N1CC(C1)OC1C=2C=CC=C(C2O[B-](C1)(O)O)C(=O)O {1-[(2-amino-1,3-thiazol-4-yl)acetyl]azetidin-3-yl}oxy-4,4-dihydroxy-5-oxa-4-boranuidabicyclo[4.4.0]deca-1(6),7,9-triene-7-carboxylic acid